3-ethylsulfanyl-5-pentafluoroethylpyridine-2-carboxylic acid (2-methylamino-5-trifluoromethylpyridin-3-yl) amide CNC1=NC=C(C=C1NC(=O)C1=NC=C(C=C1SCC)C(C(F)(F)F)(F)F)C(F)(F)F